C(#N)C1=CC=C(C=C1)C(C(=O)NC=1SC2=C(N1)C=C(C(=C2)OC)OC)OC2=CC=C(C=C2)OCCN2CCCC2 2-(4-Cyano-phenyl)-N-(5,6-dimethoxy-benzothiazol-2-yl)-2-[4-(2-pyrrolidin-1-yl-ethoxy)-phenoxy]-acetamide